FC1=C(COC2=C(C(N(C(=C2)C)C=2C(=C(C[N-]CCOC)C=CC2)C)=O)Br)C=CC(=C1)F 3-(4-(2,4-difluorobenzyloxy)-3-bromo-6-methyl-2-oxopyridin-1(2H)-yl)-N-(2-methoxyethyl)-2-methylbenzylamide